2-(1-cyano-1-methylethyl)azocarboxamide CC(C)(C#N)N=NC(=O)N